N1-methylcyclohexane-1,4-dicarboxamide CNC(=O)C1CCC(CC1)C(=O)N